[Pd+2].ClC=1C2(C=CC(C1)C2)Cl dichloro[2,5-norbornadiene] palladium (II)